S1C=NC2=C1C(=CC=C2)C2=CC=C(C=C2)[C@H](CC#N)NC(=O)NC=2N=C(SC2)C#C (S)-1-(1-(4-(benzo[d]thiazol-7-yl)phenyl)-2-cyanoethyl)-3-(2-ethynyl-thiazol-4-yl)urea